The molecule is a trichothecene antibiotic which incorporates a triester macrocyclic structure and an exocyclic methylene epoxide group. It is a trichothecene, a macrolide antibiotic, an epoxide, a macrotriolide and an organic heterotetracyclic compound. C[C@@H]1CCOC(=O)/C=C/C=C\\C(=O)O[C@@H]2C[C@@H]3[C@]4([C@]2([C@]5(CCC(=C[C@H]5O3)C)COC(=O)[C@H]1O)C)CO4